O1C(=NC=C1)C=1C=C(OC2C[C@@H]3[C@@H](CN(C3)C(=O)N3N=C(C=C3)C(=O)OC(C)(C)C)C2)C=CC1 tert-butyl 1-((3ar,5s,6as)-5-(3-(oxazol-2-yl) phenoxy) octahydrocyclopenta[c]pyrrole-2-carbonyl)-1H-pyrazole-3-carboxylate